(S)-2-(3-(2-(azetidine-1-yl)ethyl)-4,5-dimethyl-6-oxopyridazin-1(6H)-yl)-4-methylpentanoic acid methyl ester COC([C@H](CC(C)C)N1N=C(C(=C(C1=O)C)C)CCN1CCC1)=O